7-((trimethylsilyl)ethynyl)-2H-benzo[b][1,4]oxazin-3(4H)-one C[Si](C)(C)C#CC=1C=CC2=C(OCC(N2)=O)C1